4-bromo-1-methyl-5-phenyl-1H-pyrazole BrC=1C=NN(C1C1=CC=CC=C1)C